(S)-N-(4-([1,2,4]triazolo[1,5-a]pyridin-7-yloxy)-2,5-difluorophenyl)-6,6a,7,8,9,10-hexahydropyrazino[1',2':4,5][1,4]oxazino[2,3-f]quinazolin-4-amine N=1C=NN2C1C=C(C=C2)OC2=CC(=C(C=C2F)NC2=NC=NC1=CC=C3C(=C21)OC[C@H]2N3CCNC2)F